Tert-butyl (3S,5R)-3-fluoro-5-hydroxypiperidine-1-carboxylate F[C@@H]1CN(C[C@@H](C1)O)C(=O)OC(C)(C)C